ClC1=CC=C(C=C1)[C@@]1(N(C(C2=CC(=CC(=C12)F)[C@](CC)(C1CCNCC1)O)=O)CC1=NC=C(C=N1)Cl)OC (3R)-3-(4-chlorophenyl)-2-[(5-chloropyrimidin-2-yl)methyl]-4-fluoro-6-[(1S)-1-hydroxy-1-(piperidin-4-yl)propyl]-3-methoxy-2,3-dihydro-1H-isoindol-1-one